4-(3-amino-2-ethyl-7-methyl-2H-indazol-5-yl)piperazine-1-carboxylic acid tert-butyl ester C(C)(C)(C)OC(=O)N1CCN(CC1)C1=CC2=C(N(N=C2C(=C1)C)CC)N